1-((tert-butyldimethylsilyl)oxy)-3-methyl-6-(trimethylsilyl)hex-5-yn-3-ol [Si](C)(C)(C(C)(C)C)OCCC(CC#C[Si](C)(C)C)(O)C